C(C1=CC=CC=C1)N(C(=O)OCC1=C(SC(=C1)Cl)C1=CC=C(C(=N1)C)O[C@@H]1C[C@H](CCC1)C(=O)OC)C methyl (1S,3S)-3-((6-(3-(((benzyl(methyl)carbamoyl)oxy)methyl)-5-chlorothiophen-2-yl)-2-methylpyridin-3-yl)oxy)cyclohexane-1-carboxylate